4-methyl-1,4-diazepane CN1CCNCCC1